1,2-dimethylimidazolium bicarbonate C([O-])(O)=O.CN1C(=[NH+]C=C1)C